1-(3-(tert-butyl)-1-phenyl-1H-pyrazol-5-yl)-3-(2-fluoro-4-((4-(4-methoxybenzyl)-3-oxo-3,4-dihydro-2H-pyrido[3,2-b][1,4]oxazin-8-yl)oxy)phenyl)urea C(C)(C)(C)C1=NN(C(=C1)NC(=O)NC1=C(C=C(C=C1)OC1=CC=NC2=C1OCC(N2CC2=CC=C(C=C2)OC)=O)F)C2=CC=CC=C2